Rac-4-[(4-amino-2-{[(2RS)-1-amino-1-oxopropan-2-yl](4-fluorophenyl)amino}-1,3-thiazol-5-yl)carbonyl]benzoic acid NC=1N=C(SC1C(=O)C1=CC=C(C(=O)O)C=C1)N(C1=CC=C(C=C1)F)[C@@H](C(=O)N)C |r|